2-(3,4-dichloro-5-(4,4,5,5-tetramethyl-1,3,2-dioxaborolan-2-yl)-2H-indazol-2-yl)-N,N-dimethylacetamide ClC=1N(N=C2C=CC(=C(C12)Cl)B1OC(C(O1)(C)C)(C)C)CC(=O)N(C)C